2-octadecene-5-olide C1(C=CCC(CCCCCCCCCCCCC)O1)=O